(5-(4-(4-(2-chloro-5-fluorophenoxy)piperidin-1-yl)phenyl)-1,3,4-thiadiazol-2-yl)methanol ClC1=C(OC2CCN(CC2)C2=CC=C(C=C2)C2=NN=C(S2)CO)C=C(C=C1)F